[tris(trimethylsiloxy)silyl]propyl vinyl carbonate C(OCCC[Si](O[Si](C)(C)C)(O[Si](C)(C)C)O[Si](C)(C)C)(OC=C)=O